C(C)(C)(C)OC(=O)N[C@@H](C)C(=O)O |r| (t-butoxycarbonyl)-DL-alanine